(5R)-2-(6-(5-chloropyrimidin-2-yl)-2-azaspiro[3.3]hept-2-yl-5,6-d2)-4-((1-(hydroxymethyl)cyclobutyl)amino)-6,7-dihydrothieno[3,2-d]pyrimidine 5-oxide ClC=1C=NC(=NC1)C1(C(C2(CN(C2)C=2N=C(C3=C(N2)CC[S@]3=O)NC3(CCC3)CO)C1)[2H])[2H]